(±)-12-Chlorolysergic Acid ClC1=CC=C2NC=C3C[C@H]4N(C[C@H](C(O)=O)C=C4C1=C32)C |r|